CC=1C=C2C=NNC(C2=CC1)=O 6-Methylphthalazin-1(2H)-one